1,3-dimethylimidazole nitrate [N+](=O)(O)[O-].CN1CN(C=C1)C